6-BROMO-4-HYDROXY-2-OXO-2H-CHROMENE-3-CARBALDEHYDE BrC=1C=C2C(=C(C(OC2=CC1)=O)C=O)O